(R,E)-4-(3H-[1,2,3]triazolo[4,5-b]pyridin-3-yl)-2-fluoro-N-(8-(3-hydroxyprop-1-en-1-yl)isoquinolin-1-yl)-N-(piperidin-3-yl)benzamide N1=NN(C2=NC=CC=C21)C2=CC(=C(C(=O)N([C@H]1CNCCC1)C1=NC=CC3=CC=CC(=C13)\C=C\CO)C=C2)F